C(C)SC1=C(C(=CC(=C1)N1CCOC2=C(C1)C=CC(=C2)F)C)NC(CC(C)(C)C)=O N-(2-(ethylsulfanyl)-4-(8-fluoro-2,3-dihydrobenzo[f][1,4]oxazepin-4(5H)-yl)-6-methylphenyl)-3,3-dimethylbutyramide